2,4,6-trimethylcyclotriboroxane CB1OB(OB(O1)C)C